C(C1=CC=CC=C1)(=O)C1=C(C=CC=C1)NC(CCl)=O N-(2-benzoylphenyl)-2-chloroacetamide